C(C=C)(=O)N1[C@H](CN(C[C@H]1C)C1=NC(N2C3=C(C(=C(C=C13)C(F)(F)F)C=1SC=C(C1)Cl)SC[C@H](C2)OC2=NC=CN=C2)=O)C (S)-8-((3S,5R)-4-propenoyl-3,5-dimethylpiperazin-1-yl)-11-(4-chlorothien-2-yl)-3-(pyrazin-2-yloxy)-10-(trifluoromethyl)-3,4-dihydro-2H,6H-[1,4]thiazepino[2,3,4-ij]quinazolin-6-one